C(C)(C)(C)OC(=O)N1[C@H](CC(C1)(C)C)C(=O)O (2R)-1-tert-butoxycarbonyl-4,4-dimethyl-pyrrolidine-2-carboxylic acid